S1C(=CC=C1)C1=NOCCS1=O Thienyl-5,6-dihydro-1,4,2-oxathiazine 4-oxide